[Zn+2].P(=O)([O-])([O-])[O-].P(=O)([O-])([O-])[O-].[Zn+2].[Zn+2] phosphate zinc salt